1,1-bis(4-cyanatophenyl)-3,3,5-trimethylcyclohexane O(C#N)C1=CC=C(C=C1)C1(CC(CC(C1)C)(C)C)C1=CC=C(C=C1)OC#N